5-(3,6-dihydro-2H-pyran-4-yl)-6-(4-fluorophenyl)isoindolin-1-one O1CCC(=CC1)C=1C=C2CNC(C2=CC1C1=CC=C(C=C1)F)=O